[Na+].ClC=1C=CC(=C(C(N)C(=O)[O-])C1)C(=O)[O-].[Na+] 5-chloro-2-carboxyphenylglycine sodium salt